COC1=CC=C(C=C1)C1=C(C(=C2C=CC3=C(C=C(C4=CC=C1C2=C34)C3=CC=C(C=C3)OC)C3=CC=C(C=C3)OC)C3=CC=C(C=C3)OC)OCC 1,3,6,8-tetra-(4-methoxyphenyl)-2-ethoxy-pyrene